C1(CCCCC1)C(C(=O)N1CCN(CC1)C1=NC=C(C=C1)O)(C1=CC=CC=C1)O 2-Cyclohexyl-2-hydroxy-1-[4-(5-hydroxy-2-pyridyl)piperazin-1-yl]-2-phenyl-ethanone